The molecule is a cytochalasan alkaloid found in Chaetomium globosum. It has a role as a Chaetomium metabolite. It is a cytochalasan alkaloid, a member of indoles and a macrocycle. C[C@H]\\1C/C=C/[C@H]2C=C([C@H]([C@@H]3[C@@]2(C(=O)CCC(=O)C(=O)/C(=C1)/C)C(=O)N[C@H]3CC4=CNC5=CC=CC=C54)C)CO